NC1=NC(=NC=N1)C=1C=C(C=C(C1)Cl)[C@@H]1COCCN1C(\C=C\Cl)=O (R,E)-1-(3-(3-(4-amino-1,3,5-triazin-2-yl)-5-chlorophenyl)morpholino)-3-chloroprop-2-en-1-one